C(=C)[Si](C=C[Si](C=C)(C=C)C=C)(C=C)C=C 1,2-bis(trivinylsilyl)ethylene